2-{cis-3-[5-(2-aminopropan-2-yl)-3-methylpyrazin-2-yl]cyclobutyl}-9-fluoro-8-methoxy[1,2,4]triazolo[1,5-c]quinazolin-5-amine NC(C)(C)C=1N=C(C(=NC1)[C@H]1C[C@H](C1)C1=NN2C(=NC=3C=C(C(=CC3C2=N1)F)OC)N)C